1-(3-aminobicyclo[1.1.1]pentan-1-yl)-N-methyl-N-[(2R)-1-(trifluoromethoxy)propan-2-yl]-1H-pyrazol-4-amine NC12CC(C1)(C2)N2N=CC(=C2)N([C@@H](COC(F)(F)F)C)C